2-[2,6-Difluoro-4-(1-isopropyl-6,6-dimethyl-4-oxo-5,7-dihydropyrazolo[3,4-d]pyrimidin-3-yl)phenyl]-N-[5-(2,2,2-trifluoro-1,1-dimethylethyl)isoxazol-3-yl]acetamide FC1=C(C(=CC(=C1)C1=NN(C=2NC(NC(C21)=O)(C)C)C(C)C)F)CC(=O)NC2=NOC(=C2)C(C(F)(F)F)(C)C